The molecule is an amino-nitrotoluene that is 2,6-dinitrotoluene substituted at position 4 by an amino group. It has a role as an explosive, a fungal xenobiotic metabolite and a marine metabolite. CC1=C(C=C(C=C1[N+](=O)[O-])N)[N+](=O)[O-]